2-methylpropan-2-yl 3-({3-[(1S)-1-{[(2-aminopyrazolo[1,5-a]pyrimidin-3-yl)carbonyl]amino}ethyl]-1-oxo-2-phenylisoquinolin-8-yl}ethynyl)-4,5,6,7-tetrahydroindazole-1-carboxylate NC1=NN2C(N=CC=C2)=C1C(=O)N[C@@H](C)C=1N(C(C2=C(C=CC=C2C1)C#CC1=NN(C=2CCCCC12)C(=O)OC(C)(C)C)=O)C1=CC=CC=C1